2-(3-(2-(2-(2-(2,5-dioxo-2,5-dihydro-1H-pyrrol-1-yl)ethoxy)ethoxy)ethoxy)propanamido)pentanediamide O=C1N(C(C=C1)=O)CCOCCOCCOCCC(=O)NC(C(=O)N)CCC(=O)N